N-[(dimethylamino)-1H-1,2,3-triazolo-[4,5-b]-pyridin-1-ylmethylene]-N-methylmethanaminium hexafluorophosphate F[P-](F)(F)(F)(F)F.CN(C)C(=[N+](C)C)N1N=NC2=NC=CC=C21